O=S1(CCCC2=CC(=CC=C12)NC1=NC=C(C(=N1)N[C@H](CO)C1=CC=CC=C1)C1=NC=NN1)=O (2S)-2-[[2-[(1,1-dioxo-3,4-dihydro-2H-thiochromen-6-yl)amino]-5-(1H-1,2,4-triazol-5-yl)pyrimidin-4-yl]amino]-2-phenyl-ethanol